(2R)-2-(5-fluoro-2-methoxypyridin-4-yl)-1-{(2S)-7-methyl-6-[5-(trifluoromethyl)-1,3-thiazol-2-yl]-3,4-dihydro-1H-spiro[1,8-naphthyridine-2,3'-pyrrolidin]-1'-yl}propan-1-one FC=1C(=CC(=NC1)OC)[C@H](C(=O)N1C[C@]2(CC1)NC1=NC(=C(C=C1CC2)C=2SC(=CN2)C(F)(F)F)C)C